tert-butyl-[(2-methyl-1,1-dioxo-1,2-thiazolidin-5-yl)methoxy]-diphenyl-silane C(C)(C)(C)[Si](C1=CC=CC=C1)(C1=CC=CC=C1)OCC1CCN(S1(=O)=O)C